bis(3-sulfo-4-fluorophenyl) sulfone sodium salt [Na+].S(=O)(=O)([O-])C=1C=C(C=CC1F)S(=O)(=O)C1=CC(=C(C=C1)F)S(=O)(=O)[O-].[Na+]